C(C1=CC=CC=C1)N1C2C(OCC1)CN(C2)C=2C=NC(=CC2)[N+](=O)[O-] 4-benzyl-6-(6-nitropyridin-3-yl)octahydropyrrolo[3,4-b][1,4]oxazine